C(C=C)(=O)NC=1C=CC(=NC1)C(=O)NC=1C2=C(N(N1)C(F)F)C(N(C2)C(=O)N[C@H](CN(C)C)C2=CC=CC=C2)(C)C (S)-3-(5-acrylamidopicolinamido)-1-(difluoromethyl)-N-(2-(dimethylamino)-1-phenylethyl)-6,6-dimethyl-4,6-dihydropyrrolo[3,4-c]pyrazole-5(1H)-carboxamide